FC=1C(N(C=NC1C(C(F)(F)F)(F)F)CC=1C(=NC(=NC1)C)OC)=O 5-fluoro-3-((4-methoxy-2-methylpyrimidin-5-yl)methyl)-6-(perfluoroethyl)pyrimidin-4(3H)-one